ClC=1C=CC=2C(=C3N(C2C1C=1C(=NN(C1C)C)C)CCCN(C3=O)C3=CC=NC1=C(C=CC=C31)C(=O)OC)CCCOC3=CC(=C(C(=C3)C)Cl)C methyl 4-(8-chloro-11-(3-(4-chloro-3,5-dimethylphenoxy)propyl)-1-oxo-7-(1,3,5-trimethyl-1H-pyrazol-4-yl)-4,5-dihydro-1H-[1,4]diazepino[1,2-a]indol-2(3H)-yl)quinoline-8-carboxylate